FC1=C(C=CC=C1)SCC=1N=C2N(C=C(C=C2)C2=NOC(=N2)C(F)(F)F)C1 3-(2-(((2-fluorophenyl)thio)methyl)imidazo[1,2-a]pyridin-6-yl)-5-(trifluoromethyl)-1,2,4-oxadiazole